N-(5-((R)-2-(2,5-Difluorophenyl)pyrrolidin-1-yl)pyrazolo[1,5-a]pyrimidin-3-yl)-6-((1-((2-(2,6-dioxopiperidin-3-yl)-1,3-dioxoisoindolin-5-yl)glycyl)piperidin-4-yl)amino)picolinamide FC1=C(C=C(C=C1)F)[C@@H]1N(CCC1)C1=NC=2N(C=C1)N=CC2NC(C2=NC(=CC=C2)NC2CCN(CC2)C(CNC=2C=C1C(N(C(C1=CC2)=O)C2C(NC(CC2)=O)=O)=O)=O)=O